(E)-N-(4-(3-((4-phenylpiperazin-1-yl)methyl)imidazo[1,2-a]pyridin-2-yl)phenyl)-3-(3,4,5-trimethoxyphenyl)acrylamide C1(=CC=CC=C1)N1CCN(CC1)CC1=C(N=C2N1C=CC=C2)C2=CC=C(C=C2)NC(\C=C\C2=CC(=C(C(=C2)OC)OC)OC)=O